1-(5-((4-benzhydryl-2-(trifluoromethyl)piperazin-1-yl)methyl)-1-oxoisoindolin-2-yl)dihydropyrimidine-2,4(1H,3H)-dione C(C1=CC=CC=C1)(C1=CC=CC=C1)N1CC(N(CC1)CC=1C=C2CN(C(C2=CC1)=O)N1C(NC(CC1)=O)=O)C(F)(F)F